C1=2N(CC3=CC=CC=C3C#CC2C=CC=C1)C(CCC(=O)NCCCC[C@H](C(=O)O)NC(CCCCCN1C(C=CC1=O)=O)=O)=O (2R)-6-(4-{2-Azatricyclo[10.4.0.04,9]hexadeca-1(12),4,6,8,13,15-hexaen-10-yn-2-yl}-4-oxobutanamido)-2-[6-(2,5-dioxo-2,5-dihydro-1H-pyrrol-1-yl)hexanamido]hexanoic Acid